(3R,4S)-3,4-dihydroxy-2,2-dimethyl-3,4-dihydro-2H-pyrano[2,3-b]pyridine-6-carboxylic acid O[C@@H]1[C@H](C=2C(=NC=C(C2)C(=O)O)OC1(C)C)O